FC1=CC=C(C=C1)NC(OC[C@H]1N(CCC1)S(=O)(=O)C1=CC(=CC=C1)S(=O)(=O)C=1SC(=CC1)C#N)=O (S)-(1-((3-((5-cyanothiophen-2-yl)sulfonyl)phenyl)sulfonyl)pyrrolidin-2-yl)methyl (4-fluorophenyl)carbamate